NC1=NN2C(N=C(C=C2)C=2C=C3CN(C(C3=C(C2)S(=O)(=O)C)=O)[C@@H](C)C2CC2)=C1C(=O)NC1CCC(CC1)(C)O 2-amino-5-{2-[(1S)-1-cyclopropylethyl]-7-methanesulfonyl-1-oxo-2,3-dihydro-1H-isoindol-5-yl}-N-[cis-4-hydroxy-4-methylcyclohexyl]pyrazolo[1,5-a]pyrimidine-3-carboxamide